methyl 7-(1-(tert-butoxycarbonyl) piperidin-4-yl)-2-(3-methoxy-4-phenoxyphenyl)-6,7-dihydro-5H-pyrrolo[1,2-a]imidazole-3-carboxylate C(C)(C)(C)OC(=O)N1CCC(CC1)C1CCN2C1=NC(=C2C(=O)OC)C2=CC(=C(C=C2)OC2=CC=CC=C2)OC